7h-chromen O1C=CC=C2C=CCC=C12